C1(CCCC1)N(C=1C2=C(N=C(N1)N(CCOC)CCOC)C(=NC(=N2)N(CCOC)CCOC)N2CCC(CC2)OC)C N4-cyclopentyl-N2,N2,N6,N6-tetrakis(2-methoxyethyl)-8-(4-methoxypiperidin-1-yl)-N4-methylpyrimido[5,4-d]pyrimidine-2,4,6-triamine